COC(=O)N1[C@H]([C@@H](CCC1)C1=CC(=NC=2N1N=C(C2)[C@@H]2CC[C@H](CC2)C(F)(F)F)C)C trans-2-methyl-3-{5-methyl-2-[trans-4-(trifluoromethyl)cyclohexyl]pyrazolo[1,5-a]pyrimidin-7-yl}piperidine-1-carboxylic acid methyl ester